COC1N(CC2=CC=CC=C12)C(=O)[O-] 1-methoxyisoindoline-2-carboxylate